N[C@@H]1[C@H]([C@H]([C@H](O[C@H]1C)CO)O)O (2R,3R,4R,5R,6S)-5-amino-2-(hydroxymethyl)-6-methyltetrahydro-2H-pyran-3,4-diol